N-Acetyltaurinat C(C)(=O)NCCS(=O)(=O)[O-]